FC=1C(=C(C=C(C1)C(C)OC)[C@@H](C(=O)O)N1C[C@@H](CC1)OCCCCCC1=NC=2NCCCC2C(=C1)OC)OC (2S)-2-(3-fluoro-2-methoxy-5-(1-methoxyethyl)phenyl)-2-((R)-3-((5-(4-methoxy-5,6,7,8-tetrahydro-1,8-naphthyridin-2-yl)pentyl)oxy)pyrrolidin-1-yl)acetic acid